C1(=CC=C(C=C1)S)C1=CC=CC=C1 [1,1'-Biphenyl]-4-thiol